OC=1C=C(C=CC1O)/C=C/C(=O)N[C@@H](CC1=CC=C(C=C1)O)C(=O)O N-[(2E)-3-(3,4-dihydroxyphenyl)-1-oxo-2-propen-1-yl]-tyrosine